P(=S)(OCO[C@@H](CN(C)C)COC1=C(C=CC=C1)CCC1=CC(=CC=C1)OC)(OCC)OC1=CC=C(C=C1)[N+](=O)[O-] ((((S)-1-(dimethylamino)-3-(2-(3-methoxyphenethyl) phenoxy) propan-2-yl) oxy) methyl) O-ethyl O-(4-nitrophenyl) thiophosphate